N1C=NC2=C1C=CC(=C2)N2C([C@H]([C@H]2C2=C(C=C(C=C2F)C=2C=NN(C2)C)F)O)=O (3S,4R)-1-(1H-benzo[d]imidazol-5-yl)-4-(2,6-difluoro-4-(1-methyl-1H-pyrazol-4-yl)phenyl)-3-hydroxyazetidin-2-one